5-bromo-2-ethyl-3-iodo-1H-pyrrolo[2,3-b]pyridine BrC=1C=C2C(=NC1)NC(=C2I)CC